COC=1C=C2C3=C(NC2=CC1N1CCNCC1)N=CN=C3C3=CC(=C(C=C3)[C@@H](C)NC(=O)C3=NC(=NO3)C3(CC3)C)C (R)-N-(1-(4-(6-methoxy-7-(piperazin-1-yl)-9H-pyrimido[4,5-b]indol-4-yl)-2-methylphenyl)ethyl)-3-(1-methylcyclopropyl)-1,2,4-oxadiazole-5-carboxamide